SCCSCC(CSCCS)SCCS 1,2,3-tris(mercapto-ethylthio)propane